N-allyl-5-((2-amino-3-fluoropyridin-4-yl)methyl)-2-((4-cyclopropyl-2-fluorophenyl)amino)-3,4-difluorobenzamide C(C=C)NC(C1=C(C(=C(C(=C1)CC1=C(C(=NC=C1)N)F)F)F)NC1=C(C=C(C=C1)C1CC1)F)=O